N,N-dihydroxyethyl-maleic acid monoamide ON(C(\C(=C/C(=O)O)\CC)=O)O